Cis-racemic-tert-butyl 3-((7H-pyrrolo[2,3-d]pyrimidin-4-yl)amino)-5-(hydroxymethyl)piperidine-1-carboxylate N1=CN=C(C2=C1NC=C2)N[C@@H]2CN(C[C@@H](C2)CO)C(=O)OC(C)(C)C |r|